OP(O)OP(O)O.C(C)(C)(C)C1=C(C(=CC(=C1)C(C)C)C(C)(C)C)C(O)(C(CO)(CO)CO)C1=C(C=C(C=C1C(C)(C)C)C(C)C)C(C)(C)C bis(2,6-di-tert-butyl-4-isopropylphenyl)pentaerythritol diphosphite